FC(C1=CC=C(C=C1)N1C(C2C(C1=O)(C(=C(C(=C2)F)F)F)F)=O)(F)F N-(4-trifluoromethylphenyl)-2,3,4,5-tetrafluorophthalimide